(6-(2-(Difluoromethyl)-4-methoxybenzyl)-2-azaspiro[3.3]heptan-2-yl)((1s,3s)-3-hydroxy-3-methylcyclobutyl)methanone FC(C1=C(CC2CC3(CN(C3)C(=O)C3CC(C3)(C)O)C2)C=CC(=C1)OC)F